(R)-2-(2-methyl-7-((1-methylpiperidin-3-yl)thio)pyrazolo[1,5-d][1,2,4]triazin-4-yl)-5-(trifluoromethyl)phenol CC1=NN2C(=NN=C(C2=C1)C1=C(C=C(C=C1)C(F)(F)F)O)S[C@H]1CN(CCC1)C